2-METHOXY-1-NAPHTHALENEBORONIC ACID COC1=C(C2=CC=CC=C2C=C1)B(O)O